FC1CCC(CC1)[C@H](NC(=O)C1=NON=C1C)C=1OC2=C(N1)C=C(C=C2)[C@@H](COC)N2C(N[C@@H](C2)C(F)(F)F)=O N-((S)-((1r,4S)-4-fluorocyclohexyl)(5-((S)-2-methoxy-1-((S)-2-oxo-4-(trifluoromethyl)imidazolidin-1-yl)ethyl)benzo[d]oxazol-2-yl)methyl)-4-methyl-1,2,5-oxadiazole-3-carboxamide